FC(F)(F)C1=CC=C2C=CC=C3C=4C=CC5=C6C(=CC=C(C1=C32)C64)C6=CC=CC=C65 (trifluoromethyl)indeno[1,2,3-cd]perylene